2-Fluoro-N-(3-(5-(thiophen-2-yl)-1,3,4-oxadiazol-2-yl)phenyl)benzamide FC1=C(C(=O)NC2=CC(=CC=C2)C=2OC(=NN2)C=2SC=CC2)C=CC=C1